FC1=C(CN2C(N(C(C3=CC=C(C=C23)C(=O)NCC2=C(C=C(C=C2F)F)F)C)C)=O)C=CC=C1C 1-(2-fluoro-3-methylbenzyl)-3,4-dimethyl-2-oxo-N-(2,4,6-trifluorobenzyl)-1,2,3,4-tetrahydroquinazoline-7-carboxamide